ClC1=NC=CC(=C1O)CCC(=O)OCC ethyl 3-(2-chloro-3-hydroxypyridin-4-yl)propanoate